FC=1C=CC=2N(C1)N=CC2 6-fluoropyrazolo[1,5-a]pyridin